FC1(C(=CC=CC1N)C1=C(C=CC=C1)F)N 2,2'-difluorobiphenyl-diamine